3-{4-[(2-cyclopropylethyl)[(1r,4r)-4-[(1,3-thiazol-2-ylmethyl)amino]cyclohexyl]amino]-1-oxo-3H-isoindol-2-yl}piperidine-2,6-dione C1(CC1)CCN(C1=C2CN(C(C2=CC=C1)=O)C1C(NC(CC1)=O)=O)C1CCC(CC1)NCC=1SC=CN1